NC1=C(C=C(C=C1)C1=CC(=C(C=C1)N)CC)CC 4,4'-diamino-3,3'-diethyl-biphenyl